[4-(1-cyano-1-methyl-ethyl)-3-fluoro-phenyl]boronic acid C(#N)C(C)(C)C1=C(C=C(C=C1)B(O)O)F